FC=1C=C(C=CC1F)NC(=O)C=1N(C=C2C1OC[C@@H]1[C@H](NS2(=O)=O)CCC1)C (5aR,8aS)-N-(3,4-difluorophenyl)-2-methyl-5a,6,7,8,8a,9-hexahydro-2H,5H-cyclopenta[f]pyrrolo[3,4-b][1,4,5]oxathiazocine-1-carboxamide 4,4-dioxide